(3S,5R)-5-(aminomethyl)-1-benzylpyrrolidine-3-carbonitrile NC[C@H]1C[C@@H](CN1CC1=CC=CC=C1)C#N